C(C1=CC=CC=C1)OCC(CC1(C(NC(N1)=O)=O)C1CC1)C(=O)N1CC2=CC(=C(C=C2C1)Cl)C(F)(F)F 5-(2-((benzyloxy)methyl)-3-(5-chloro-6-(trifluoromethyl)isoindolin-2-yl)-3-oxopropyl)-5-cyclopropylimidazolidine-2,4-dione